C(C)(C)(CC)C1=C(C(=CC(=C1)C)C(C)(C)CC)O 2,6-di-tert-amyl-4-methylphenol